BrC=1N=C(SC1)C(F)(F)F 4-bromo-2-(trifluoromethyl)thiazole